5-(3-((2R,3R)-1-acetyl-4-acryloyl-3-methylpiperazin-2-yl)-5-chloro-2-fluorophenyl)-N-methylthiazole-2-carboxamide C(C)(=O)N1[C@@H]([C@H](N(CC1)C(C=C)=O)C)C=1C(=C(C=C(C1)Cl)C1=CN=C(S1)C(=O)NC)F